(±)-6,7,8,9-tetrahydro-5H-5,8-epiminocyclohepta[b]pyridine N1=C2C(=CC=C1)C1CCC(C2)N1